(3R,3'R)-4,4'-(7-(1H-pyrazol-3-yl)imidazo[1,5-b]Pyridazin-2,4-diyl)bis(3-methylmorpholine) N1N=C(C=C1)C1=NC=C2N1N=C(C=C2N2[C@@H](COCC2)C)N2[C@@H](COCC2)C